C(#N)C=1C=C(C=CC1)C1=CC=NC2=CC=C(C=C12)CC 4-(3-cyanophenyl)-6-ethylquinolin